FC(CN1N=CC(=C1)NC1=C2C(=NC=C1C(=O)NC[C@H](C(C)(C)O)F)SC(=C2)C2=CN=CS2)F (R)-4-((1-(2,2-difluoroethyl)-1H-pyrazol-4-yl)amino)-N-(2-fluoro-3-hydroxy-3-methylbutyl)-2-(thiazol-5-yl)thieno[2,3-b]pyridine-5-carboxamide